(3-(4-(2,6-diaminopyrimidin-4-yl)piperazin-2-yl)-4-(trifluoromethyl)phenyl)(4-methoxypiperidin-1-yl)methanone NC1=NC(=CC(=N1)N1CC(NCC1)C=1C=C(C=CC1C(F)(F)F)C(=O)N1CCC(CC1)OC)N